bis{[(α,α-dimethyl-3,5-dimethoxybenzyl)oxy]carbonyl}hexanediamine CC(C1=CC(=CC(=C1)OC)OC)(C)OC(=O)C(C(N)(N)C(=O)OC(C1=CC(=CC(=C1)OC)OC)(C)C)CCCC